ClCCCCOC=1C=CC=2C3CC[C@@]4([C@H](CCC4C3CCC2C1)OCCCOC(C(F)(F)F)(C(F)(F)F)C(F)(F)F)C (13S,17S)-3-(4-Chlorobutoxy)-17-(3-((1,1,1,3,3,3-hexafluoro-2-(trifluoromethyl)propan-2-yl)oxy)propoxy)-13-methyl-7,8,9,11,12,13,14,15,16,17-decahydro-6H-cyclopenta[a]phenanthrene